CN(C)C=C1N(CC(C1=O)(C)C)C(=O)[O-] (dimethylaminomethylene)-4,4-dimethyl-3-oxo-pyrrolidine-1-carboxylate